4-cyclopentylcarboxamide C1CCC(C1)C(=O)N